FC(C=1C=CC(=NC1)C1=CC=C(C=C1)C(CCC)N1C=NC=C1C(=O)O)(F)F 1-(1-(4-(5-(trifluoromethyl)pyridin-2-yl)phenyl)butyl)-1H-imidazole-5-carboxylic acid